C(C)(C)(C)OC(=O)N(C(OC(C)(C)C)=O)CCOCCOCCN(C)C1=NC=C(C=N1)C(NC1C(C(C1(C)C)OC1=CC(=C(C=C1)C#N)Cl)(C)C)=O tert-butyl N-tert-butoxycarbonyl-N-[2-[2-[2-[[5-[[3-(3-chloro-4-cyano-phenoxy)-2,2,4,4-tetramethylcyclobutyl]carbamoyl]pyrimidin-2-yl]-methyl-amino]ethoxy] ethoxy]ethyl]carbamate